C(C1=CC=CC=C1)=NC1=CC=C(C=C1)I N-(benzylidene)-4-iodoaniline